C(C1=CC=CC=C1)N1CCC(CC1)CCN1C(NC(C(=C1C)C(=O)OCC)C1=COC2=CC(=CC=C2C1=O)CC)=O ethyl 1-(2-(1-benzylpiperidin-4-yl)ethyl)-4-(7-ethyl-4-oxo-4H-chromen-3-yl)-6-methyl-2-oxo-1,2,3,4-tetrahydropyrimidine-5-carboxylate